9,9-dimethyl-9H-indeno[1,2-b]Pyrazine CC1(C=2C=CC=CC2C2=NC=CN=C21)C